C(C)(C)(C)SC1=C(C=CC=C1Cl)C(O)C=1C=NC2=C(C=CC=C2C1)F (2-tert-butylsulfanyl-3-chloro-phenyl)-(8-fluoro-3-quinolyl)methanol